5-Nitro-6-(trifluoromethyl)-1H-indazole [N+](=O)([O-])C=1C=C2C=NNC2=CC1C(F)(F)F